7-bromo-3-formylchromone BrC1=CC=C2C(C(=COC2=C1)C=O)=O